C1(=CC=CC=C1)C=1N=CC(=NC1C1=CC=CC=C1)O 5,6-Diphenyl-2-hydroxypyrazine